2-[3-(2,4-Dioxohexahydropyrimidin-1-yl)-4-methyl-phenoxy]-N-(4-piperidyl)acetamide O=C1N(CCC(N1)=O)C=1C=C(OCC(=O)NC2CCNCC2)C=CC1C